N-(2-chloro-3-((3,5-dimethyl-4-oxo-3,4-dihydroquinazolin-6-yl)amino)-4,5-difluorophenyl)-3-azabicyclo[3.1.0]hexane-3-sulfonamide ClC1=C(C=C(C(=C1NC=1C(=C2C(N(C=NC2=CC1)C)=O)C)F)F)NS(=O)(=O)N1CC2CC2C1